ClC=1C(=NC=CC1)[C@H](C(F)(F)F)NC(=O)C=1C(=C2CN(C(C2=CC1)=O)C1C(NC(CC1)=O)=O)F N-((R)-1-(3-chloropyridin-2-yl)-2,2,2-trifluoroethyl)-2-(2,6-dioxopiperidin-3-yl)-4-fluoro-1-oxoisoindoline-5-carboxamide